OC1=C(C2=CC=CC=C2C(=C1)OC)C=O 2-Hydroxy-4-methoxy-1-naphthaldehyd